FC1(CC(C1)C(=O)N1CC2=NC(=C(C=C2C1)C)N1CCC(CC1)OC=1C=NC(=CC1)OC)F (3,3-difluorocyclobutyl)(2-(4-((6-methoxypyridin-3-yl)oxy)piperidin-1-yl)-3-methyl-5,7-dihydro-6H-pyrrolo[3,4-b]pyridin-6-yl)methanone